5-oxadiazolyl-1,2,3-triazole O1N=NC(=C1)C1=CN=NN1